S(N)(=O)(=O)C[C@H](C)NC1=NC=C(C=N1)NC(=O)N 1-(2-{[(2S)-1-sulfamoylprop-2-yl]Amino}pyrimidin-5-yl)urea